C(CCCCCCCCC)[SiH](C1=CC=C(C=C1)OCC1=CC=CC=C1)C decylmethyl-(4-benzyloxyphenyl)silane